C1(CC1)CC1=C(C=NN1C)C1=NC(=NC=C1F)NC1CCC(CC1)NCCCC#C (1r,4r)-N1-(4-(5-(cyclopropylmethyl)-1-methyl-1H-pyrazol-4-yl)-5-fluoropyrimidin-2-yl)-N4-(pent-4-yn-1-yl)cyclohexane-1,4-diamine